CC=1C(=NC=C(N1)C=1N=NN(C1CNC(=O)OCC(CC(F)(F)F)C)C)O[C@@H]1C[C@H](CCC1)C(=O)O (1S,3S)-3-((3-methyl-5-(1-methyl-5-((((4,4,4-trifluoro-2-methylbutoxy)carbonyl)amino)methyl)-1H-1,2,3-triazol-4-yl)pyrazin-2-yl)oxy)cyclohexane-1-carboxylic acid